(S)-3-isobutyl-γ-aminobutyric acid C(C(C)C)[C@@H](CC(=O)O)CN